ClC1=C(C(=O)NS(=O)(=O)C=2SC(=CC2)C#C)C=CC(=C1)Cl 2,4-Dichloro-N-((5-ethynyl-thiophen-2-yl)sulfonyl)benzamide